(R)-4-(3-chloro-7-(1,4-dimethyl-1H-1,2,3-triazol-5-yl)isothiazolo[4,5-b]Pyridin-5-yl)-3-methylmorpholine ClC1=NSC=2C1=NC(=CC2C2=C(N=NN2C)C)N2[C@@H](COCC2)C